N1=C(C=CC2=CC=CC=C12)CN 2-quinoline-methylamine